4-(Bis(4-fluorophenyl)methyl)-2-(hydroxymethyl)piperazine-1-carboxylic acid tert-butyl ester C(C)(C)(C)OC(=O)N1C(CN(CC1)C(C1=CC=C(C=C1)F)C1=CC=C(C=C1)F)CO